(6-(3-(4-chlorobenzyl)ureido)spiro[3.3]hept-2-yl)carbamic acid tert-butyl ester C(C)(C)(C)OC(NC1CC2(C1)CC(C2)NC(=O)NCC2=CC=C(C=C2)Cl)=O